4-amino-N-(4-(methoxymethyl)phenyl)-1-phenyl-1H-pyrazolo[3,4-d]pyrimidine-3-carboxamide NC1=C2C(=NC=N1)N(N=C2C(=O)NC2=CC=C(C=C2)COC)C2=CC=CC=C2